ClC1=CC2=C(C(=N1)C)C=NN2C 6-chloro-1,4-dimethyl-pyrazolo[4,3-c]pyridine